NC=1C2=C(N=CN1)N(C(=C2C2=CC[C@@H](CC2)C(=O)N2[C@H](CCC2)C#C)C2=CC=C(C=C2)NC(C(=C)C)=O)C N-(4-{4-amino-5-[(4R)-4-[(2R)-2-ethynylpyrrolidine-1-carbonyl]cyclohex-1-en-1-yl]-7-methyl-7H-pyrrolo[2,3-d]pyrimidin-6-yl}phenyl)-2-methylprop-2-enamide